phosphodi-propylene glycol P(=O)(=O)CC(COC(C)CO)O